N-[4-(3,6-dihydro-2H-pyran-4-yl)-7-methoxy-1H-1,3-benzodiazol-2-yl]-4-hydroxy-4-methylpiperidine-1-carboxamide O1CCC(=CC1)C1=CC=C(C=2NC(=NC21)NC(=O)N2CCC(CC2)(C)O)OC